(3S,4r,5R)-1-(2,6-difluoro-4-(piperidin-1-yl)phenethyl)piperidine-3,4,5-triol FC1=C(CCN2C[C@@H](C([C@@H](C2)O)O)O)C(=CC(=C1)N1CCCCC1)F